NC1=C(C(=NN1C(CC)C(F)(F)F)C1=CC=C(C=C1)CNC(C1=C(C=CC(=C1)F)OC)=O)C(=O)N 5-amino-3-[4-[[(5-fluoro-2-methoxy-benzoyl)amino]methyl]phenyl]-1-[1-(trifluoromethyl)propyl]pyrazole-4-carboxamide